2,2-bis(3-allyl-4-cyanophenyl)propane C(C=C)C=1C=C(C=CC1C#N)C(C)(C)C1=CC(=C(C=C1)C#N)CC=C